OCC=1C=CC=2N(C(N=CC2N1)=O)C 6-(hydroxymethyl)-1-methylpyrido[3,2-d]pyrimidin-2(1H)-one